methyl 2-(t-butoxycarbonyl)-1,2,3,4-tetrahydroisoquinoline-7-carboxylate C(C)(C)(C)OC(=O)N1CC2=CC(=CC=C2CC1)C(=O)OC